(2-cyclopropylbenzofuro[3,2-d]pyrimidin-4-yl)-L-proline C1(CC1)C=1N=C(C2=C(N1)C1=C(O2)C=CC=C1)N1[C@@H](CCC1)C(=O)O